5-benzylmercapto-N,N-dimethyl-quinolin-2-amine C(C1=CC=CC=C1)SC1=C2C=CC(=NC2=CC=C1)N(C)C